O=C1NC(CCC1N1C(N(C2=C1C=CC=C2CCCOCCOCC(=O)O)C)=O)=O 2-(2-(3-(1-(2,6-Dioxopiperidin-3-yl)-3-methyl-2-oxo-2,3-dihydro-1H-benzo[d]imidazol-4-yl)propoxy)ethoxy)acetic acid